C[C@H]1NC(C=2SC=3C=CC4=NC(=CC=C4C3C2NC1)C1=C(N=NC(=C1)C=C)NC)=O (15R)-15-methyl-5-[3-(methylamino)-6-vinyl-pyridazin-4-yl]-11-thia-6,14,17-triazatetracyclo[8.8.0.0^2,7.0^12,18]octadeca-1(10),2,4,6,8,12(18)-hexaen-13-one